bis(fluorenyl)-zirconium dichloride [Cl-].[Cl-].C1(=CC=CC=2C3=CC=CC=C3CC12)[Zr+2]C1=CC=CC=2C3=CC=CC=C3CC12